C(C1=CC=CC=C1)ON=C1CC[C@@H](NC1)C(=O)OCC ethyl (2R)-5-[(benzyloxy)imino]piperidine-2-carboxylate